ClC1=CC2=C(N(C(N=C2N2C[C@H](N(C[C@@H]2C)C(=O)OC(C)(C)C)C)=O)C=2C(=NC(=NC2C(C)C)NC)C(C)C)N=C1C1=C(C=CC=C1)F tert-Butyl (2R,S)-4-(6-chloro-1-(4,6-diisopropyl-2-(methylamino)pyrimidin-5-yl)-7-(2-fluorophenyl)-2-oxo-1,2-dihydropyrido[2,3-d]pyrimidin-4-yl)-2,5-dimethylpiperazine-1-carboxylate